(3R)-2-(3,4-dichlorobenzoyl)-9-(1-(4-(difluoromethoxy)phenyl)ethyl)-N,3-dimethyl-10-oxo-1,2,3,4,7,8,9,10-octahydropyrido[4',3':3,4]pyrazolo[1,5-a]pyrazine-7-carboxamide ClC=1C=C(C(=O)N2CC=3C(=NN4C3C(N(CC4C(=O)NC)C(C)C4=CC=C(C=C4)OC(F)F)=O)C[C@H]2C)C=CC1Cl